The molecule is an organophosphate oxoanion obtained by deprotonation of the phosphate OH groups as well as protonation of the amino group of acarbose 7(IV)-phosphate; major species at pH 7.3. It is a conjugate base of an acarbose 7(IV)-phosphate. C[C@@H]1[C@H]([C@@H]([C@H]([C@H](O1)O[C@@H]2[C@H](O[C@@H]([C@@H]([C@H]2O)O)O[C@@H]3[C@H](OC([C@@H]([C@H]3O)O)O)CO)CO)O)O)[NH2+][C@H]4C=C([C@H]([C@@H]([C@H]4O)O)O)COP(=O)([O-])[O-]